3-methyl-2-(methoxymethyl)-1-isocyanatobenzene CC=1C(=C(C=CC1)N=C=O)COC